2-(5-(morpholinomethyl)pyridin-2-yl)-1H-indole-7-carboxamide O1CCN(CC1)CC=1C=CC(=NC1)C=1NC2=C(C=CC=C2C1)C(=O)N